I.S1C(=CC=C1CN)C=1SC=CC1 2,2'-bithiophene-5-methylamine hydroiodide